(4-bromobenzyl)-5-fluoro-2-hydroxybenzoamide BrC1=CC=C(CC=2C(=C(C(=O)N)C=C(C2)F)O)C=C1